C(C)(C)(C)C1=CC=C(C(=N1)Cl)C(=O)NS(=O)(=O)C1=CC(=CC=C1)C(N(C1=CC=CC=C1)CCC1CNC(C1)(C)C)=O 6-tert-Butyl-2-chloro-N-[3-[2-(5,5-dimethylpyrrolidin-3-yl)ethyl-phenyl-carbamoyl]phenyl]sulfonyl-pyridine-3-carboxamide